1-(4-cyano-3-fluoro-5-methoxybenzyl)piperidine-4-carboxylic acid ethyl ester C(C)OC(=O)C1CCN(CC1)CC1=CC(=C(C(=C1)OC)C#N)F